1-(3-allyl-4-hydroxy-5-methoxyphenyl)-7-(4-hydroxy-3-methoxy-5-isopentenylphenyl)-1,6-heptadiene-3,5-dione C(C=C)C=1C=C(C=C(C1O)OC)C=CC(CC(C=CC1=CC(=C(C(=C1)CCC(=C)C)O)OC)=O)=O